3,5-Bis(trifluoromethyl)-4'-t-butyl-6'-fluoro-2'-methylbenzophenone FC(C=1C=C(C(=O)C2=C(C=C(C=C2F)C(C)(C)C)C)C=C(C1)C(F)(F)F)(F)F